CC(C(=O)O)C1[C@@H]2CN(C[C@H]12)C=1C2=C(N=C(N1)N1[C@H](CCCC1)C)C(CC2)(F)F.SC2=C(C=1C(C(=C(OC1C=C2O)C2=CC(O)=C(O)C=C2)O)=O)O mercaptoquercetin Methyl-2-((1R,5S,6R)-3-(7,7-difluoro-2-((S)-2-methylpiperidin-1-yl)-6,7-dihydro-5H-cyclopenta[d]pyrimidin-4-yl)-3-azabicyclo[3.1.0]hexan-6-yl)acetate